CC1=CC(=NN1)NC=1C2=C(N=C(N1)NC1CC3CCC(C1)N3CCC#N)SC=C2 3-((3-exo)-3-((4-((5-methyl-1H-pyrazol-3-yl)amino)thieno[2,3-d]pyrimidin-2-yl)amino)-8-azabicyclo[3.2.1]octan-8-yl)propionitrile